OC=1N(C2=CC=CC=C2C1O)C(=O)C=1N=C(OC1)C1C(C2CCC1O2)CC=CCCC(=O)O 6-[3-[4-[(2,3-dihydroxy-1H-indol-1-yl)carbonyl]-2-oxazolyl]-7-oxabicyclo(2.2.1)hept-2-yl]-4-hexenoic acid